NCCN1CCN(CC1)C1=C(C(=C(C(=N1)SC(C(=O)N)C1=CC=CC=C1)C#N)CC)C#N 2-((6-(4-(2-aminoethyl)piperazin-1-yl)-3,5-dicyano-4-ethylpyridin-2-yl)thio)-2-phenylacetamide